3-(methylthio)benzoic acid CSC=1C=C(C(=O)O)C=CC1